3,6-anhydro-galactopyranose OC1[C@H](O)[C@@H]2[C@@H](O)[C@H](O1)CO2